cis-N-[8-amino-6-(2,6-dichlorophenyl)-7-fluoroisoquinolin-3-yl]-2-fluorocyclopropane-1-carboxamide NC=1C(=C(C=C2C=C(N=CC12)NC(=O)[C@H]1[C@H](C1)F)C1=C(C=CC=C1Cl)Cl)F